C(CCCC)(=O)[O-].[Ca+2].C(CCCC)(=O)[O-] calcium pentanate